CC=1C=C2C(=CC(OC2=CC1)=O)N1CCOCC1 6-Methyl-4-morpholin-4-yl-chromen-2-one